4-(2,4-difluorophenoxy)aniline FC1=C(OC2=CC=C(N)C=C2)C=CC(=C1)F